C1(=CC=C(C=C1)N)N p-phenylendiamin